C(CCC)C(CC(=O)N)(CCCC)C1CCCCC1 3-butyl-3-cyclohexylheptanamide